C(C)(C)(C)OC(=O)NC1=CC=NC=C1 4-((tert-butoxycarbonyl)amino)pyridin